(6-((5-bromo-2-((5-methoxy-1-methyl-1H-indazol-6-yl)amino)pyrimidin-4-yl)amino)quinoxalin-5-yl)dimethylphosphine oxide BrC=1C(=NC(=NC1)NC1=C(C=C2C=NN(C2=C1)C)OC)NC=1C(=C2N=CC=NC2=CC1)P(C)(C)=O